7,8,9,10-tetrahydrophenanthridin-6(5H)-one C1=CC=CC=2NC(C=3CCCCC3C12)=O